1-[3-[2-(2,6-dioxo-3-piperidyl)-1-oxo-isoindolin-5-yl]prop-2-ynyl]piperidine-4-carboxylic acid trifluoroacetate salt FC(C(=O)O)(F)F.O=C1NC(CCC1N1C(C2=CC=C(C=C2C1)C#CCN1CCC(CC1)C(=O)O)=O)=O